leucyl-l-leucyl-l-leucinal N[C@@H](CC(C)C)C(=O)N[C@@H](CC(C)C)C(=O)N[C@@H](CC(C)C)C=O